4-[7-(4-fluorophenyl)-2,7-diazaspiro[4.4]nonan-2-yl]-1-methyl-2-oxo-1,2-dihydroquinoline-3-carbonitrile FC1=CC=C(C=C1)N1CC2(CCN(C2)C2=C(C(N(C3=CC=CC=C23)C)=O)C#N)CC1